C(C)(C)(C)OC(NCC1CNC1)=O tert-butyl-N-(azetidin-3-ylmethyl)carbamate